IC1=CC(=C(C=C1)Cl)CC1=CC=C(C=C1)OCCOC1CC1 4-iodo-1-chloro-2-(4-(2-cyclopropyloxyethoxy)benzyl)benzene